C(C=1C(C(=O)[O-])=CC(C(=O)[O-])=CC1)(=O)OC1=CC=C(C=C1)OC(C=1C(C(=O)[O-])=CC(C(=O)[O-])=CC1)=O para-phenylene bis(trimellitate)